4-(3-(2-hydroxyethylamino)propionyl)-3,4-dihydroquinoxalin-2(1H)-one OCCNCCC(=O)N1CC(NC2=CC=CC=C12)=O